C(=O)(OCC1C2=CC=CC=C2C2=CC=CC=C12)N[C@@H](CC=1OC=CC1)C(=O)O Fmoc-3-(2-furyl)-L-alanine